FC12CC(C1)(C2)CNCC=2C=CC=1N(C2)C=C(N1)CN1C(C2=CN=CC(=C2C=C1)N1CC2(C1)COCC2)=O 2-((6-((((3-fluorobicyclo[1.1.1]pentan-1-yl)methyl)amino)methyl)imidazo[1,2-a]pyridin-2-yl)methyl)-5-(6-oxa-2-azaspiro[3.4]octan-2-yl)-2,7-naphthyridin-1(2H)-one